piperidine-1,4-dicarboxylic acid 1-benzyl 4-methyl ester COC(=O)C1CCN(CC1)C(=O)OCC1=CC=CC=C1